FC(CNC(=O)C1=CN=C2N1C=C(C=C2)C2=CNC1=NC=C(C=C12)C=1C(=NN(C1C)C)C)F N-(2,2-difluoroethyl)-6-(5-(1,3,5-trimethyl-1H-pyrazol-4-yl)-1H-pyrrolo[2,3-b]pyridin-3-yl)imidazo[1,2-a]pyridine-3-carboxamide